N(=O)O[N+](=O)[O-] nitryl nitrite